isopropyl butylcarbamate (iodopropynyl butylcarbamate) ICC#CN(C(O)=O)CCCC.C(CCC)NC(OC(C)C)=O